SC(C(=O)OC(CCCCCCC)OC(C(C)(C)S)=O)(C)C octanediol bis(2-mercapto-isobutyrate)